[N+](=O)([O-])C=1C=NN(C1)[C@H]1CCN(CCC1)C(=O)OC(C)(C)C tert-butyl (R)-4-(4-nitro-1H-pyrazol-1-yl)azepane-1-carboxylate